CN1CCN(CC1)CCC(=O)O 3-(4-methyl-1-piperazinyl)propionic acid